C(C1=CC(C(=O)O)=CC=C1)(=O)O.C(CCCCCCCC(=O)O)(=O)O.CC(CCO)CCO 3-methyl-1,5-pentanediol azelate isophthalate